CC1(C(C2=CC=CC=C2CC1)O)C 2,2-dimethyl-1,2,3,4-tetrahydronaphthalene-1-ol